ClC=1C=CC(=C(C1)N1N=C(C2=NC=C(C=C21)C=2C=NN1C2N=CC=C1)C)OC(F)F 1-(5-chloro-2-(difluoromethoxy)phenyl)-3-methyl-6-(pyrazolo[1,5-a]pyrimidin-3-yl)-1H-pyrazolo[4,3-b]pyridine